7-cyclobutylpyrazolo[1,5-a]pyrimidin C1(CCC1)C1=CC=NC=2N1N=CC2